5,10,15,20-tetrakis(4-(trimethylsilyl)ethylphenyl)porphyrin C[Si](C)(C)CCC1=CC=C(C=C1)C=1C2=CC=C(N2)C(=C2C=CC(C(=C3C=CC(=C(C=4C=CC1N4)C4=CC=C(C=C4)CC[Si](C)(C)C)N3)C3=CC=C(C=C3)CC[Si](C)(C)C)=N2)C2=CC=C(C=C2)CC[Si](C)(C)C